(2S)-2-(3,3-difluorocyclobutyl)-2-(3-methyl-6-(2-methyl-2H-pyrazolo[3,4-b]pyridin-5-yl)thieno[2,3-b]pyridin-2-yl)ethanol FC1(CC(C1)[C@@H](CO)C1=C(C=2C(=NC(=CC2)C2=CC=3C(N=C2)=NN(C3)C)S1)C)F